ClC1=CC(=C(C(=N1)NC)[N+](=O)[O-])N1CCOCC1 6-chloro-N-methyl-4-morpholino-3-nitropyridin-2-amine